C(C)(C)(C)OC(=O)N[C@@H](CC(=O)OCC)C=1C=C(C=C(C1F)C)C1=C(C=CC(=C1)F)O ethyl (3S)-3-[(tert-butoxycarbonyl)amino]-3-{4,5'-difluoro-2'-hydroxy-5-methyl-[1,1'-biphenyl]-3-yl}propanoate